2-methoxyethyl (R)-3-amino-2-(((benzyloxy)carbonyl)amino)propanoate NC[C@H](C(=O)OCCOC)NC(=O)OCC1=CC=CC=C1